C(C)OC(CC1CCCCCCC1)=O 2-cyclooctylacetic acid ethyl ester